OCCON1C(C2=CN(C(C=C2CC1)=O)C)=O 2-(2-hydroxyethoxy)-7-methyl-3,4-dihydro-2,7-naphthyridine-1,6(2H,7H)-dione